(Z)-4-(8-(ethyliminio)-9-methyl-2,3-dihydro-[1,4]oxazino[2,3-b]phenoxazin-4(8H)-yl)butanoate C(C)\[NH+]=C/1\C=C2OC=3C=C4C(=CC3N=C2C=C1C)OCCN4CCCC(=O)[O-]